OCC(C)NC(=O)C=1C=CC=2N(C3=CC=C(C=C3C2C1)C)C1=CC=C(C=C1)C(F)(F)F N-(1-hydroxypropan-2-yl)-6-methyl-9-[4-(trifluoromethyl)phenyl]-9H-carbazole-3-carboxamide